N-(3-(N-(3-(trifluoromethyl)phenyl)sulfamoyl)phenyl)thiophene-3-carboxamide FC(C=1C=C(C=CC1)NS(=O)(=O)C=1C=C(C=CC1)NC(=O)C1=CSC=C1)(F)F